ethyl 3-{1-[(adamantan-1-yl)methyl]-5-methyl-1H-pyrazol-4-yl}-6-({6-[(1,3-benzothiazol-2-yl)amino]-5-methylpyridazin-3-yl}(methyl)amino)pyridine-2-carboxylate C12(CC3CC(CC(C1)C3)C2)CN2N=CC(=C2C)C=2C(=NC(=CC2)N(C)C=2N=NC(=C(C2)C)NC=2SC3=C(N2)C=CC=C3)C(=O)OCC